C(C1=CC=CC=C1)C1N(CCC(C1)N1N=CC=2C1=NC=CC2N2C(NC(CC2)=O)=O)C(=O)OCC2=NC(=NC(=C2)C)N2CCC(CC2)(F)F (2-(4,4-difluoropiperidin-1-yl)-6-methylpyrimidin-4-yl)methanol Benzyl-4-(4-(2,4-dioxotetrahydropyrimidin-1(2H)-yl)-1H-pyrazolo[3,4-b]pyridin-1-yl)piperidine-1-carboxylate